NC=1C=C2CCCOC2=C(C1F)C=1CCCN(CC1)C(=O)OC(C)(C)C tert-butyl 5-(6-amino-7-fluoro-chroman-8-yl)-2,3,4,7-tetrahydroazepine-1-carboxylate